C(CO)#N Glycolonitril